N-(3-(2'-fluoro-[1,1'-biphenyl]-4-yl)propyl)-1H-pyrrole-2-carboxamide FC1=C(C=CC=C1)C1=CC=C(C=C1)CCCNC(=O)C=1NC=CC1